2-(3-aminophenyl)-1-(4-methyl-4H-1,2,4-triazol-3-yl)propan-1-ol NC=1C=C(C=CC1)C(C(O)C1=NN=CN1C)C